ethynyl-6-(1-methyl-1H-pyrazol-4-yl)pyrazolo[1,5-a]pyridine C(#C)C1=NN2C(C=CC(=C2)C=2C=NN(C2)C)=C1